Oxazole-2-carboxylic acid [(R)-7-(1-methyl-piperidin-4-ylmethoxy)-2,3-dihydro-benzo[1,4]dioxin-2-ylmethyl]-amide CN1CCC(CC1)COC=1C=CC2=C(O[C@@H](CO2)CNC(=O)C=2OC=CN2)C1